C12OCC(CC1)(CC2)CO[C@@H]([C@H](N)C(=O)N2CCN(C1(CC1)C2)C(=O)OC(C)(C)C)C tert-butyl 7-(O-((2-oxabicyclo[2.2.2]octan-4-yl)methyl)-L-threonyl)-4,7-diazaspiro[2.5]octane-4-carboxylate